ClC1=CC=CC(=N1)C=1C=NN(C1)C 6-chloro-2-(1-methyl-1H-pyrazol-4-yl)pyridin